ClC1=C(C(=CC=C1Cl)O)[C@H]1C[C@@H]2N(C(CN(C2)C2C(NCC2)=O)=O)C1 3-[(7R,8aS)-7-(2,3-dichloro-6-hydroxyphenyl)-4-oxo-hexahydropyrrolo[1,2-a]pyrazin-2-yl]pyrrolidin-2-one